(N-[4-amino-5-(3-cyclopropyl-1,2,4-oxadiazole-5-carbonyl)thiazol-2-yl]-4-fluoro-anilino)propanamide NC=1N=C(SC1C(=O)C1=NC(=NO1)C1CC1)N(C1=CC=C(C=C1)F)C(C(=O)N)C